1-[4-(2,3-Dimethylphenyl)piperazin-1-yl]-2-{(3bR,4aR)-3-[4-(2-hydroxyethoxy)piperidin-1-carbonyl]-3b,4,4a,5-tetrahydro-1H-cyclopropa[3,4]cyclopenta[1,2-c]pyrazol-1-yl}ethan-1-on CC1=C(C=CC=C1C)N1CCN(CC1)C(CN1N=C(C2=C1C[C@@H]1[C@H]2C1)C(=O)N1CCC(CC1)OCCO)=O